FC(C=1C(=C(C=CC1)[C@H](C)NC(C)(C)C)F)F (R)-N-((S)-1-(3-(difluoromethyl)-2-fluorophenyl)ethyl)-2-methylpropan-2-amine